(rac)-(2s,4s)-2-(6-Phenyl-2-azaspiro[3.4]octane-2-carbonyl)-7-oxa-5-azaspiro[3.4]octan-6-one C1(=CC=CC=C1)[C@H]1CC2(CN(C2)C(=O)C2CC3(C2)NC(OC3)=O)CC1 |r|